[4-[2-(4-piperidyl)-3H-imidazo[4,5-b]pyridin-7-yl]-1-piperidyl]-[4-(trifluoromethoxy)phenyl]methanone N1CCC(CC1)C1=NC=2C(=NC=CC2C2CCN(CC2)C(=O)C2=CC=C(C=C2)OC(F)(F)F)N1